C(C1=CC=CC=C1)N1CCC(CC1)CCNC(=O)C=1N=C(NC1C)C1=C(C=C(C=C1)Cl)Cl N-[2-(1-benzylpiperidin-4-yl)ethyl]-2-(2,4-dichlorophenyl)-5-methyl-1H-imidazole-4-carboxamide